11-oxo-2-(trifluoromethyl)-11H-pyrido[2,1-b]Quinazoline-6-carboxylic acid O=C1N2C(=NC3=CC=C(C=C13)C(F)(F)F)C(=CC=C2)C(=O)O